6-(Azetidin-1-yl)-N-[(2R)-1-hydroxypropan-2-yl]-5-[4-(trifluoromethyl)phenoxy]pyridine-2-carboxamide N1(CCC1)C1=C(C=CC(=N1)C(=O)N[C@@H](CO)C)OC1=CC=C(C=C1)C(F)(F)F